C(C)NC(C=1C=CNC(C1)=COC1=NN2C(C3=CC=CC=C13)=NN=C2C2=NOC(=C2)COC)=O N-ethyl-6-((3-(5-methoxymethylisoxazol-3-yl)-[1,2,4]triazolo[3,4-a]phthalazin-6-oxy)methylene)isonicotinamide